2-(8-bromo-6-ethylquinolin-4-yl)-5-(1-methyl-3-(trifluoromethyl)-1H-pyrazol-4-yl)-3,4-dihydroisoquinolin-1(2H)-one BrC=1C=C(C=C2C(=CC=NC12)N1C(C2=CC=CC(=C2CC1)C=1C(=NN(C1)C)C(F)(F)F)=O)CC